13-((2-(2,6-Diketopiperidin-3-yl)-1-oxoisoindol-4-yl)amino)tridecanoic acid O=C1NC(CCC1N1C(C2=CC=CC(=C2C1)NCCCCCCCCCCCCC(=O)O)=O)=O